ClC1=C(C(=CC=C1)Cl)CSC=1SC(=NN1)C1=NC=CN=C1 2-[(2,6-dichlorophenyl)methylsulfanyl]-5-pyrazin-2-yl-1,3,4-thiadiazole